OCC#CC1=CN=CC=2[C@H]3N(C[C@@H](OC21)C3)C(=O)C32CCC(CC3)(C2)C(F)(F)F ((2S,5S)-9-(3-hydroxyprop-1-yn-1-yl)-2,3-dihydro-2,5-methanopyrido[3,4-f][1,4]oxazepin-4(5H)-yl)(4-(trifluoromethyl)bicyclo[2.2.1]heptan-1-yl)methanone